4-((4-(2-cyclopropyl-2H-1,2,3-triazol-4-yl)-3-methoxypyridin-2-yl)amino)-6-((1S,2S)-2-fluorocyclopropane-1-carboxamido)-N-(methyl-d3)pyridazine-3-carboxamide C1(CC1)N1N=CC(=N1)C1=C(C(=NC=C1)NC1=C(N=NC(=C1)NC(=O)[C@H]1[C@H](C1)F)C(=O)NC([2H])([2H])[2H])OC